FC(OC1=CC=C(C=C1)C1=C(N=NC=C1)N)F (4-(difluoromethoxy)phenyl)pyridazin-3-amine